FC(C1=CC=C(C(=O)C=2C=CC(=C3C=CC=NC23)CNC(C=C)=O)C=C1)(F)F N-([8-{4-(trifluoromethyl)benzoyl}quinolin-5-yl]methyl)acrylamide